(1-(cyclopropylmethyl)-5-fluoro-7-(1-(2-methoxyacetyl)piperidin-4-yl)-1H-indol-2-yl)-4-methoxy-3-methylpyrazolo[1,5-a]Pyridine-6-carboxylic acid methyl ester COC(=O)C=1C=C(C=2N(C1)N=C(C2C)C=2N(C1=C(C=C(C=C1C2)F)C2CCN(CC2)C(COC)=O)CC2CC2)OC